C[C@H](CNC(C=C\C=C\CCCCC)=O)CC 4E-decadienoic acid-N-([2S]-2-methylbutyl) amide